1-(((2-oxo-4-(o-tolyl)-2H-chromen-7-yl)amino)methyl)cyclopropane-1-carboxylic acid O=C1OC2=CC(=CC=C2C(=C1)C1=C(C=CC=C1)C)NCC1(CC1)C(=O)O